3',5'-Difluoro-4'-hydroxy-4-methoxy-N-(5-oxo-5,6,7,8-tetrahydro-1,6-naphthyridin-3-yl)-[1,1'-biphenyl]-3-sulfonamide FC=1C=C(C=C(C1O)F)C1=CC(=C(C=C1)OC)S(=O)(=O)NC=1C=NC=2CCNC(C2C1)=O